tert-butyl 2-((4-(5-ethylpyrimidin-4-yl)piperazin-1-yl)methyl)-6-methoxy-1H-indole-1-carboxylate C(C)C=1C(=NC=NC1)N1CCN(CC1)CC=1N(C2=CC(=CC=C2C1)OC)C(=O)OC(C)(C)C